C(#N)[C@H](C[C@H]1C(NCC1)=O)NC(=O)[C@H]1N(C[C@H](C1)CCC)C([C@H](C(C)(C)C)NC(C(F)(F)F)=O)=O (2S,4S)-N-[(1S)-1-cyano-2-[(3S)-2-oxopyrrolidin-3-yl]ethyl]-1-[(2S)-3,3-dimethyl-2-[(2,2,2-trifluoroacetyl)amino]butanoyl]-4-propyl-pyrrolidine-2-carboxamide